C(#N)C=1C=NN2C1C(=CC(=C2)C=2C=NN(C2)[C@@H]2C[C@H](CC2)NC(C)=O)SC2=C(C=CC=C2)C#N N-((1s,3S)-3-(4-(3-cyano-4-((2-cyanophenyl)thio)pyrazolo[1,5-a]pyridin-6-yl)-1H-pyrazol-1-yl)cyclopentyl)acetamide